C([C@@H]1[C@H]([C@@H]([C@H]([C@H](O1)O[C@H](CO)COP(=O)([O-])[O-])O)O)O)O The molecule is an organophosphate oxoanion obtained by deprotonation of the phosphate OH groups of 2-O-(alpha-D-glucosyl)-sn-glycerol 3-phosphate; major species at pH 7.3. It is a conjugate base of a 2-O-(alpha-D-glucosyl)-sn-glycerol 3-phosphate.